COC(CN1N=C(C=C1C)Br)=O 2-(3-bromo-5-methyl-pyrazol-1-yl)acetic acid methyl ester